5-[2-(tert-butoxy)-2-oxoethyl]-[1,2,4]triazolo[1,5-a]pyridin-8-yl 4-[({[(tert-butoxy)carbonyl]amino}methanimidoyl)amino]-3-fluorobenzoate C(C)(C)(C)OC(=O)NC(=N)NC1=C(C=C(C(=O)OC=2C=3N(C(=CC2)CC(=O)OC(C)(C)C)N=CN3)C=C1)F